2,6-difluoro-4-((1-phenylcyclopropyl)amino)-N-(thiazol-4-yl)benzenesulfonamide methyl-5-bromo-1-methyl-1H-indazole-3-carboxylate COC(=O)C1=NN(C2=CC=C(C=C12)Br)C.FC1=C(C(=CC(=C1)NC1(CC1)C1=CC=CC=C1)F)S(=O)(=O)NC=1N=CSC1